7-nitro-1H-indole [N+](=O)([O-])C=1C=CC=C2C=CNC12